COC=1C=C(CN(C2=CC(=NC=C2)COCCOCC2=CC(=CC=C2)OC)CC2=CC(=CC=C2)N2CCCC2)C=CC1 N-(3-methoxybenzyl)-2-((2-(3-methoxybenzyloxy)ethoxy)methyl)-N-(3-(pyrrolidin-1-yl)benzyl)pyridin-4-amine